C(C)(C)(C)OC(=O)N(CC#C)CCN1N=NC=C1 (2-(1H-1,2,3-triazol-1-yl)ethyl)(prop-2-yn-1-yl)aminocarboxylic acid tert-butyl ester